methyl 4-amino-7-fluoro-1-methyl-1H-pyrazolo[4,3-c]quinoline-8-carboxylate NC1=NC=2C=C(C(=CC2C2=C1C=NN2C)C(=O)OC)F